[Cl-].C(CCCCCCCCCCC)[NH3+] N-1-dodecyl-ammonium chloride